N-(pyridin-3-ylmethyl)-1-[4-(4-{2-[3-(trifluoromethoxy)phenyl]acetamido}-1H-1,2,3-triazol-1-yl)butyl]-1H-1,2,3-triazole-4-carboxamide N1=CC(=CC=C1)CNC(=O)C=1N=NN(C1)CCCCN1N=NC(=C1)NC(CC1=CC(=CC=C1)OC(F)(F)F)=O